FC1=C(C=CC(=C1)F)[C@@](CC(=O)NC1(CC1)C1=CC(=C(C=C1)C)OCC(F)(F)F)(C)O (S)-3-(2,4-difluorophenyl)-3-hydroxy-N-(1-(4-methyl-3-(2,2,2-trifluoroethoxy)phenyl)-cyclopropyl)butanamide